ClC=1C=CC(=NC1)CN1N=C2N([C@H](CCC2)C(=O)N2CCCC2)C1=O |r| (5RS)-2-[(5-Chloropyridin-2-yl)methyl]-5-(pyrrolidin-1-ylcarbonyl)-5,6,7,8-tetrahydro[1,2,4]triazolo[4,3-a]pyridin-3(2H)-on